4-((3-(4-(((Z)-3-fluoro-1-methylpiperidin-4-yl)amino)-1-(2,2,2-trifluoroethyl)-1H-indol-2-yl)prop-2-yn-1-yl)amino)-3-methoxy-N-methylbenzamide FC1CN(CCC1NC1=C2C=C(N(C2=CC=C1)CC(F)(F)F)C#CCNC1=C(C=C(C(=O)NC)C=C1)OC)C